C[C@@H]1O[C@H]1C |r| (2S,3S) and (2R,3R)-2,3-dimethyloxirane